(E)-3-[4-[(E)-3-[4-(4-Methylsulfonylpiperazin-1-yl)phenyl]-3-oxoprop-1-enyl]phenyl]prop-2-enoic acid CS(=O)(=O)N1CCN(CC1)C1=CC=C(C=C1)C(/C=C/C1=CC=C(C=C1)/C=C/C(=O)O)=O